tert-butyl (S)-(1-((3-(3-((3-carbamoyl-5-ethylpyrazin-2-yl)amino)phenoxy)propyl)amino)-1-oxopropan-2-yl)(methyl)carbamate C(N)(=O)C=1C(=NC=C(N1)CC)NC=1C=C(OCCCNC([C@H](C)N(C(OC(C)(C)C)=O)C)=O)C=CC1